C(CCCCC)[Si](OC(C)C)(OC(C)C)OC(C)C n-hexyltri(i-propoxy)silane